Isopropyl 10-hydroxyphenanthrene-9-carboxylate OC1=C(C2=CC=CC=C2C=2C=CC=CC12)C(=O)OC(C)C